(E)-2,4-difluoro-N-(2-methoxy-5-(4-(4-(4-oxopent-2-enoyl)piperazine-1-yl)quinazolin-6-yl)pyridin-3-yl)benzenesulfonamide fumarate C(\C=C\C(=O)O)(=O)O.FC1=C(C=CC(=C1)F)S(=O)(=O)NC=1C(=NC=C(C1)C=1C=C2C(=NC=NC2=CC1)N1CCN(CC1)C(\C=C\C(C)=O)=O)OC